C(#N)C1(CCN(CC1)C(=O)NC=1SC(=C(N1)C1=CC(=CC=C1)C#N)C1=CC(=NC(=C1)C)C)F 4-cyano-N-[4-(3-cyanophenyl)-5-(2,6-dimethyl-4-pyridyl)thiazol-2-yl]-4-fluoro-piperidine-1-carboxamide